(1s,2s)-2-[difluoro-[(5s,7s)-7-fluoro-5-phenyl-6,7-dihydro-5H-pyrrolo[1,2-b][1,2,4]triazol-2-yl]methyl]cyclopropanecarbonitrile FC([C@@H]1[C@H](C1)C#N)(C=1N=C2N(N1)[C@@H](C[C@@H]2F)C2=CC=CC=C2)F